[6-(2-chloro-5-fluorophenyl)-3-[cyclopropyl(hydroxy)methyl]-2-methyl-8-oxo-7,8-dihydro-6H-pyrrolo[4,3-g]indazol-5-yl]-5-fluoro-3-(trifluoromethyl)benzamide ClC1=C(C=C(C=C1)F)C1NC(C2=C1C(=CC1=C(N(N=C21)C)C(O)C2CC2)C2=C(C(=O)N)C=C(C=C2C(F)(F)F)F)=O